C(C)(C)(CC(C)(C)C)N tert.Octylamine